(1S)-3-(trifluoromethyl)-2,3-dihydrodispiro[inden-1,1'-cyclohexane-3',2''-[1,3]dioxolan]-3-ol FC(C1(C[C@@]2(CC3(OCCO3)CCC2)C2=CC=CC=C12)O)(F)F